dicyanocoumarin C(#N)C1=C(C(OC2=CC=CC=C12)=O)C#N